C1(=CC=CC=C1)C1=CC=CC=2C(C3=CC=CC=C3SC12)=O 4-phenylthioxanthone